C(=O)(O)CN(CC(=O)O)CC=C(C)COCC1=CC=C(C=C1)N=C=S [Bis(carboxymethyl)aminomethyl]-2-[(4-isothiocyanatobenzyl)oxy-methyl]propylene